C(C)(C)OC(CC(C(=O)O)ON=C1CCCCC1)=O 2-(isopropoxy)-2-oxoethyl-(cyclohexylidene)aminooxyacetic acid